5-Methylaminomethyluridine CNCC=1C(NC(N([C@H]2[C@H](O)[C@H](O)[C@@H](CO)O2)C1)=O)=O